C(C1=CC=CC=C1)(=O)OC1=C(C=C(C=C1)\C=C\C(=O)C1=C(C=CC=C1)O)OC(C1=CC=CC=C1)=O [2-Benzoyloxy-4-[(E)-3-(2-hydroxyphenyl)-3-oxoprop-1-enyl]phenyl] benzoate